(S)-2-chloro-N-(5-chloro-6-cyclopropylpyridin-3-yl)-8,8-dimethyl-7,8-dihydro-6H-cyclopenta[e]pyrazolo[1,5-a]pyrimidine-6-carboxamide ClC1=NN2C(N=CC3=C2C(C[C@@H]3C(=O)NC=3C=NC(=C(C3)Cl)C3CC3)(C)C)=C1